C1(CC=CC=C1)(C1=CC=C(C=C1)C(=O)OC)C(=O)OC dimethyl 1,4'-biphenyldicarboxylate